[(1R)-2-[(4-bromo-1-methyl-pyrazoL-3-yl)methoxy]-1-methyl-ethyl]carbamate BrC=1C(=NN(C1)C)COC[C@@H](C)NC([O-])=O